N1(N=NC=C1)CCC(=O)N1CC(=CCC1)C1=CC(=C2C=C(NC2=C1F)C(=O)OC)C1CN(CC1)C Methyl 6-(1-(3-(1H-1,2,3-triazol-1-yl)propanoyl)-1,2,5,6-tetrahydropyridin-3-yl)-7-fluoro-4-(1-methylpyrrolidin-3-yl)-1H-indole-2-carboxylate